C(C1=CC=CC=C1)OC1=C2C(=NC=N1)N(N=C2)C2=C(C=C(C=C2)F)Br 4-benzyloxy-1-(2-bromo-4-fluoro-phenyl)pyrazolo[3,4-d]pyrimidine